(E)-9-octadecenamide C(CCCCCCC\C=C\CCCCCCCC)(=O)N